NC/C(/COC1=CC=C(C=C1)S(=O)(=O)CC12CC(C1)(C2)C(=O)NC2CCC2)=C\F (E)-3-(((4-((2-(aminomethyl)-3-fluoroallyl)oxy)phenyl)sulfonyl)methyl)-N-cyclobutylbicyclo[1.1.1]pentane-1-carboxamide